trimethylplatinum(IV) (methylacetoacetate) CCC(CC(=O)[O-])=O.C[Pt+](C)C